iso-Pentyl-1H-benzo[d]imidazole-1-carboxamide C(CC(C)C)C1=NC2=C(N1C(=O)N)C=CC=C2